Dimethyl-dioxirane tert-butylmethyl(2-methyl-2-(5-(2-((4-(trifluoromethyl)phenyl)amino)phenyl)-1,3,4-oxadiazol-2-yl)propyl)carbamate C(C)(C)(C)OC(N(CC(C)(C=1OC(=NN1)C1=C(C=CC=C1)NC1=CC=C(C=C1)C(F)(F)F)C)C)=O.CC1(OO1)C